CC=1C=NC(=NC1)N1CCC(CC1)N1C([C@H](CC1)OC[C@H](C)OC1=C(C(NN=C1)=O)C(F)(F)F)=O 5-(((S)-1-(((S)-1-(1-(5-methylpyrimidin-2-yl)piperidin-4-yl)-2-oxopyrrolidin-3-yl)oxy)propan-2-yl)oxy)-4-(trifluoromethyl)pyridazin-3(2H)-one